C(C)(C)(C)OC(=O)NCCCCCC(=O)NCC(=O)NC1CCC=2N(C3=C(C(=CC=C3C2C=2C=NN(C2)C(CCCCCNC(OC(C)(C)C)=O)=O)Cl)Cl)C1 tert-Butyl N-[6-[4-[7-[[2-[6-(tert-butoxycarbonylamino)hexanoylamino]acetyl]amino]-3,4-dichloro-6,7,8,9-tetrahydropyrido[1,2-a]indol-10-yl]pyrazol-1-yl]-6-oxo-hexyl]carbamate